C(C1=CC=CC=C1)N1C=NC2=C1C=C(C=C2)C2=NNC(=C2)NC(C2=CC=C(C=C2)NCCCN2CCOCC2)=O N-(3-(1-benzyl-1H-benzo[d]imidazol-6-yl)-1H-pyrazol-5-yl)-4-((3-morpholinopropyl)amino)benzamide